C(C)N([C@H](C(=O)O)CC1=CC=C(C=C1)C(F)(F)F)C(=O)OCC1C2=CC=CC=C2C=2C=CC=CC12 (2S)-2-[ethyl(9H-fluoren-9-ylmethoxycarbonyl)amino]-3-[4-(trifluoromethyl)phenyl]propanoic acid